ClC=1C=C(C=CC1F)N1N=CC(=C1C(F)(F)F)C(=O)NC=1C=NC(=C(C1)C#N)N1N=CC=N1 1-(3-chloro-4-fluorophenyl)-N-(5-cyano-6-(2H-1,2,3-triazol-2-yl)pyridin-3-yl)-5-(trifluoromethyl)-1H-pyrazole-4-carboxamide